CC=1C(=C(C=C(C1)C(F)(F)F)O)C=1N=NC(=CC1C)CNC1CCOCC1 3-Methyl-2-(4-methyl-6-(((tetrahydro-2H-pyran-4-yl)amino)methyl)pyridazin-3-yl)-5-(trifluoromethyl)phenol